ClC1=CC=C2C(=C(NC2=C1Cl)C1=NN=C(N1)C(F)(F)F)C1=NOC(=C1)O 3-(6,7-dichloro-2-(5-(trifluoromethyl)-4H-1,2,4-triazol-3-yl)-1H-indol-3-yl)isoxazol-5-ol